PROPANEDIYL DIACETATE C(C)(=O)OCCCOC(C)=O